COP(=O)(CCC1=CC=CC=C1)C1=NC=2CCN(CC2C=C1)C(=O)OC(C)(C)C Tert-butyl 2-(methoxy(phenylethyl)phosphoryl)-7,8-dihydro-1,6-naphthyridin-6(5H)-carboxylate